C(CC(O)(C(=O)O)CC(=O)O)(=O)O.ClC1=C(C=CC(=C1)CN1CCC(CC1)(CCC1=CC=CC=C1)COCC)O 2-chloro-4-((4-(ethoxymethyl)-4-phenethylpiperidin-1-yl)methyl)phenol citrate